(R)-3-fluoro-2-(5-methyl-6-((1-methylpiperidin-3-yl)thio)pyridazin-3-yl)-5-(trifluoromethyl)phenol FC=1C(=C(C=C(C1)C(F)(F)F)O)C=1N=NC(=C(C1)C)S[C@H]1CN(CCC1)C